1-[[(1,1-dimethylethyl)dimethylsilyl]oxy]-2-butanone CC(C)(C)[Si](OCC(CC)=O)(C)C